2-(2-(1-(Cyclopropylsulfonyl)-1H-pyrazol-4-yl)pyrimidin-4-yl)-N4-((1s,4s)-4-(dimethylamino)cyclohexyl)-5-(1-methyl-1H-pyrazol-3-yl)pyridine-2,4-diamine C1(CC1)S(=O)(=O)N1N=CC(=C1)C1=NC=CC(=N1)C1(NC=C(C(=C1)NC1CCC(CC1)N(C)C)C1=NN(C=C1)C)N